(S)-4-(3-((7H-pyrrolo[2,3-d]pyrimidin-4-yl)amino)-4-(3-methylpiperazin-1-yl)phenyl)-2-(thiazol-2-yl)but-3-yn-2-ol N1=CN=C(C2=C1NC=C2)NC=2C=C(C=CC2N2CC(NCC2)C)C#C[C@](C)(O)C=2SC=CN2